vanadium silanolate [SiH3][O-].[V+5].[SiH3][O-].[SiH3][O-].[SiH3][O-].[SiH3][O-]